N1C=NC2=C1C=C(C=C2)C(=O)N 1H-benzo[d]imidazole-6-carboxamide